C1(=CC=CC=C1)N1C(NCC2=CC=CC=C12)=S phenyl-3,4-dihydroquinazolin-2(1H)-thione